NC=1C(=C(C=C2C=CN=CC12)C=C(C)C)F 8-amino-7-fluoro-6-(2-methylprop-1-en-1-yl)isoquinolin